NCC1NCCC1 2-(aminomethyl)pyrrolidine